[O-2].[O-2].[Hf+4] hafnium dioxide